CS(=O)(=O)C1CN(C1)C(=O)OC(C)(C)C tert-Butyl 3-(methylsulfonyl)azetidine-1-carboxylate